ClC1=NC=C(C(=N1)OCC1=C(C=C(C=C1)Cl)F)F 2-chloro-4-[(4-chloro-2-fluorobenzyl)oxy]-5-fluoropyrimidine